4-methyl-4-(2-(pyridin-2-yl)hydrazinecarbonyl)piperidine-1-carboxylic acid tert-butyl ester C(C)(C)(C)OC(=O)N1CCC(CC1)(C(=O)NNC1=NC=CC=C1)C